2-morpholinopropanesulfonic acid O1CCN(CC1)C(CS(=O)(=O)O)C